FC1=C(C(=CC(=C1)OC)F)[C@H]1[C@@H](C(NC1)=O)NC(=O)NC=1C=NC(=CC1)C(F)(F)F |o1:10,11| (-)-1-[(3S*,4R*)-4-(2,6-difluoro-4-methoxyphenyl)-2-oxopyrrolidin-3-yl]-3-[6-(trifluoro-methyl)pyridin-3-yl]urea